C(C)[N+](COCCOC)(CC)CC triethyl-(2-methoxyethoxymethyl)ammonium